Tetra-n-butyl-Ammonium C(CCC)[N+](CCCC)(CCCC)CCCC